CC1=NC(=CC=C1N1CCN(CC1)C(=O)[O-])C(NC1(COCC1)C)=O 4-(2-Methyl-6-((3-methyltetrahydrofuran-3-yl)carbamoyl)pyridin-3-yl)piperazine-1-carboxylate